O=C1N(C(C=C1)=O)CCC(NCCOCCOCCOCCOCCOCCOCCOCCOCCOCCOCCOCCOCCOCCOCCOCCOCCOCCOCCOCCOCCC(=O)N[C@@H](C(C)C)C(=O)N[C@@H](CCCNC(N)=O)C(=O)O)=O N-[67-(2,5-dioxo-2,5-dihydro-1H-pyrrol-1-yl)-65-oxo-4,7,10,13,16,19,22,25,28,31,34,37,40,43,46,49,52,55,58,61-icosaoxa-64-azaheptahexacontan-1-oyl]-L-valyl-N5-carbamoyl-L-ornithine